CC(C)(C)C=1C=C2C(=CC1)N1C3=C2C=CC=C3C3=C1C=C1C=2C=CC=C4C2N(C1=C3)C3=CC=C(C=C34)C(C)(C)C 5,14-bis(2-methylpropan-2-yl)indolo[1,2,3-lm]indolo[3',2',1':7,1]indolo[2,3-h]carbazole